COC(=O)C=1C2=C(N=C(N1)Cl)N(N=N2)[C@H](C)C2=C(C=C(C=C2)Cl)Cl (R)-5-chloro-3-(1-(2,4-dichlorophenyl)ethyl)-3H-[1,2,3]triazolo[4,5-d]pyrimidine-7-carboxylic acid methyl ester